4-[[3-(3-fluoro-4-methoxy-phenyl)imidazo[1,2-a]pyrazin-8-yl]amino]-N,2-dimethyl-N-(3-pyridylmethyl)benzamide FC=1C=C(C=CC1OC)C1=CN=C2N1C=CN=C2NC2=CC(=C(C(=O)N(CC=1C=NC=CC1)C)C=C2)C